NC=1C=CC(=C(C1)B(O)O)C(F)(F)F 5-amino-2-(trifluoromethyl)phenylboronic acid